Nonan-6-yl-carbamic acid tert-butyl ester C(C)(C)(C)OC(NC(CCCCC)CCC)=O